COCCNCC(=O)OCCNCC(=O)OCCOCCOCCOCCOCCN(CCCCCCCC)C(C(COCCCCCCCC\C=C/CCCCCCCC)OCCCCCCCC\C=C/CCCCCCCC)=O 2-[[2-[2-[2-[2-[2-[2-[2,3-bis[(Z)-octadec-9-enoxy]propanoyl-octylamino]ethoxy]ethoxy]ethoxy]ethoxy]ethoxy]-2-oxo-ethyl]amino]ethyl 2-(2-methoxyethylamino)acetate